BrC1=C(C(=CC(=C1)Br)N=NC1=CC=C(C=C1)C=1C=NC=CC1)N 2,4-dibromo-6-{4-(pyridin-3-yl)phenylazo}phenylamine